2-(2-bromo-ethyl)-thiophene BrCCC=1SC=CC1